2-((2-((7-methoxy-1,2,3,4-tetrahydroisoquinolin-6-yl)amino)-7H-pyrrolo[2,3-d]pyrimidin-4-yl)amino)-N,N-dimethylbenzenesulfonamide COC1=C(C=C2CCNCC2=C1)NC=1N=C(C2=C(N1)NC=C2)NC2=C(C=CC=C2)S(=O)(=O)N(C)C